3-fluoro-4-(4-(4-(4-hydroxybutoxy)phenyl)piperidin-1-yl)-2-(trifluoromethyl)benzonitrile FC=1C(=C(C#N)C=CC1N1CCC(CC1)C1=CC=C(C=C1)OCCCCO)C(F)(F)F